Methyl 3-(4,5-dibromothiophen-2-yl)-2-methyl-3-oxopropanoate BrC=1C=C(SC1Br)C(C(C(=O)OC)C)=O